N-(1-(2,6-dioxopiperidin-3-yl)-3-methyl-2-oxo-2,3-dihydro-1H-benzo[d]imidazol-4-yl)-7-(piperidin-1-yl)heptanamide O=C1NC(CCC1N1C(N(C2=C1C=CC=C2NC(CCCCCCN2CCCCC2)=O)C)=O)=O